Tert-butyl 3-[[4-[1-(2,6-dioxo-3-piperidyl)-3-methyl-2-oxo-benzimidazol-4-yl]-1-piperidyl]methyl]azetidine-1-carboxylate O=C1NC(CCC1N1C(N(C2=C1C=CC=C2C2CCN(CC2)CC2CN(C2)C(=O)OC(C)(C)C)C)=O)=O